4-{2,6-diazaspiro[3.3]heptan-2-yl}-2-ethyl-N-{8-fluoro-2-methylimidazo[1,2-a]pyridin-6-yl}indazole-7-carboxamide C1N(CC12CNC2)C=2C1=CN(N=C1C(=CC2)C(=O)NC=2C=C(C=1N(C2)C=C(N1)C)F)CC